ClC=1C=C(C(=C(C1)OC(C1=CN=CC=C1)=O)O)C=NC(C(=O)OC)C(C)C.CC=1N(C=C(C1)Cl)CCN(C)C methyl-4-chloro-1-(2-(dimethylamino)ethyl)-1H-pyrrole 5-chloro-2-hydroxy-3-((1-methoxy-3-methyl-1-oxobutan-2-ylimino)-methyl)phenyl-nicotinate